C(C)(=O)OC(C(C)C1=NC=C2C=NC(=NN21)N[C@H]2[C@@H](CN(CC2)C(=O)OC(C)(C)C)F)(C)C tert-butyl (3R,4R)-4-({7-[3-(acetyloxy)-3-methylbutan-2-yl]imidazo[4,3-f][1,2,4]triazin-2-yl}amino)-3-fluoropiperidine-1-carboxylate